2-(4-Bromo-3-(cyclopropylmethyl)benzo[b]thiophen-2-yl)-4-methoxy-3-methylpyrazolo[1,5-a]pyridine-6-carboxylic acid Lithium hydroxide [OH-].[Li+].BrC1=CC=CC=2SC(=C(C21)CC2CC2)C2=NN1C(C(=CC(=C1)C(=O)O)OC)=C2C